C[Zr](C1(C=CC=C1)C(C)(C)C)(C1(C=CC=C1)C(C)(C)C)C dimethyl-bis(tert-butylcyclopentadienyl)zirconium